2-[2-[[(1S)-1-(benzofuran-2-yl)ethyl]carbamoyl]indan-2-yl]acetic acid O1C(=CC2=C1C=CC=C2)[C@H](C)NC(=O)C2(CC1=CC=CC=C1C2)CC(=O)O